FC1=CC=C(C(=N1)C=1C=CC2=C(C=NOB2O)C1)N[C@H](C)C=1C=C(C=C2C(C(=C(OC12)N1CCOCC1)C)=O)C (R)-8-(1-((6-fluoro-2-(1-hydroxy-1H-benzo[d][1,2,6]oxazaborinin-6-yl)pyridin-3-yl)amino)ethyl)-3,6-dimethyl-2-morpholino-4H-chromen-4-one